ClC1=NC2=CC(=CC=C2C=C1C1CC(=NN1C(CCCCC(=O)OCC)=O)C1=CC=C(C=C1)I)OCC Ethyl 6-(5-(2-chloro-7-ethoxyquinolin-3-yl)-3-(4-iodophenyl)-4,5-dihydro-1H-pyrazol-1-yl)-6-oxohexanoate